(S)-N-(6-chloropyridin-3-yl)-6-(1-(1-methyl-1H-pyrazol-4-yl)ethoxy)isoquinolin-1-amine ClC1=CC=C(C=N1)NC1=NC=CC2=CC(=CC=C12)O[C@@H](C)C=1C=NN(C1)C